C(#N)C1=C(C=C(C=C1)C=1C(=C(C#N)C=C(N1)N1CCC2(CNC2)CC1)C1=CC(=C(C=C1)OC)F)F 2-(4-cyano-3-fluorophenyl)-3-(3-fluoro-4-methoxyphenyl)-6-(2,7-diazaspiro[3.5]non-7-yl)isonicotinonitrile